C1(=CC=CC=C1)C1=NOC2=C1C=C(C=C2)C(=O)OC methyl 3-phenylbenzo[d]isoxazole-5-carboxylate